[Pb].[Mg] magnesium-lead